C(CCC(=O)O)(=O)O.C1(CCC(N1)=O)=O Succinimide succinate